N1CC(=CC=C1)C1=CCN(C=C1)C(=O)[O-] dihydro-[3,4'-bipyridine]-1'(2'H)-carboxylate